2-[3-[5-[tert-butyl(dimethyl)silyl]oxy-1-tetrahydropyran-2-yl-indazol-3-yl]pyrazol-1-yl]ethanol [Si](C)(C)(C(C)(C)C)OC=1C=C2C(=NN(C2=CC1)C1OCCCC1)C1=NN(C=C1)CCO